[NH4+].C(C(=C)C)(=O)OCC(COCCC[Si](O[Si](C)(C)C)(O[Si](C)(C)C)C)O (3-methacryloxy-2-hydroxypropoxy)propylmethyl-bis(trimethylsiloxy)silane ammonium